NC1=CC(=NC=N1)NC1=C2C(=NC(=C1)N(C=1C(=CC(=NC1)C#N)CC)C)N(C=N2)C 5-{[7-(6-Amino-pyrimidin-4-ylamino)-3-methyl-3H-imidazo[4,5-b]pyridin-5-yl]-methyl-amino}-4-ethylpyridine-2-carbonitrile